tert-butyl 3-[2-(2-chloroacetamido)ethyl]-3-hydroxypiperidine-1-carboxylate ClCC(=O)NCCC1(CN(CCC1)C(=O)OC(C)(C)C)O